1-(piperidin-1-yl)penta-2,4-dien-1-one N1(CCCCC1)C(C=CC=C)=O